tert-butyl 4-(3-hydroxyphenyl)-7-(2-methoxyphenyl)-2-methyl-5-oxo-1,4,5,6,7,8-hexahydroquinoline-3-carboxylate OC=1C=C(C=CC1)C1C(=C(NC=2CC(CC(C12)=O)C1=C(C=CC=C1)OC)C)C(=O)OC(C)(C)C